COC1=NC=C(C2=C1N=C(S2)NC(=O)N2CC1(CC2)CCOCC1)C1=CC=C(C=C1)OC1CCOCC1 N-{4-Methoxy-7-[4-(oxan-4-yloxy)phenyl]-[1,3]thiazolo[4,5-c]pyridin-2-yl}-8-oxa-2-azaspiro[4.5]decan-2-carboxamid